NC1CN(CC(C1(C)O)C)C1=C2C(=NC=C1NC(=O)C1=NC(=C(C=C1)F)C1=C(C=CC=C1F)F)C(CC2)O N-{4-[3-amino-4-hydroxy-4,5-dimethylpiperidin-1-yl]-7-hydroxy-6,7-dihydro-5H-cyclopenta[b]pyridin-3-yl}-6-(2,6-difluorophenyl)-5-fluoropyridine-2-carboxamide